2-{[(1R)-1-(4-chlorophenyl)-7-fluoro-5-[1-hydroxy-1-(1-methyl-1H-pyrazol-3-yl)propyl]-3-oxo-1-[(3S)-oxolan-3-yloxy]-2,3-dihydro-1H-isoindol-2-yl]methyl}pyrimidine-5-carbonitrile ClC1=CC=C(C=C1)[C@@]1(N(C(C2=CC(=CC(=C12)F)C(CC)(C1=NN(C=C1)C)O)=O)CC1=NC=C(C=N1)C#N)O[C@@H]1COCC1